C(C)(=O)N[C@H]1C[C@H](CCC1)C(=O)NC1=NC=C(C(=C1)C=1C=NN2C1CCCC2O)Cl (1s,3r)-3-acetamido-N-(5-chloro-4-(7-hydroxy-4,5,6,7-tetrahydropyrazolo[1,5-a]pyridin-3-yl)pyridin-2-yl)cyclohexanecarboxamide